8-(4-(bis(4-fluorophenyl)methyl)piperazin-1-yl)-7-cyano-5-methyl-6-oxo-5,6-dihydro-1,5-naphthyridine FC1=CC=C(C=C1)C(N1CCN(CC1)C1=C(C(N(C=2C=CC=NC12)C)=O)C#N)C1=CC=C(C=C1)F